tert-butyl (R)-(((tert-butoxycarbonyl)amino)(3-((4-decylphenyl)carbamoyl)piperidin-1-yl)methylene)carbamate C(C)(C)(C)OC(=O)NC(N1C[C@@H](CCC1)C(NC1=CC=C(C=C1)CCCCCCCCCC)=O)=NC(OC(C)(C)C)=O